C(C)(C)C1=C(C(=CC=C1)C(C)C)C=1C=NN(C1)C=1C=CC(=C(C1)C1=C(C(=CC=C1O)O)C1=C(C=CC(=C1)N1N=CC(=C1)C1=C(C=CC=C1C(C)C)C(C)C)F)F 5,5''-bis(4-(2,6-diisopropylphenyl)-1H-pyrazol-1-yl)-2,2''-difluoro-[1,1':2',1''-terphenyl]-3',6'-diol